2-methylpropyl (2E)-3-{6-[2-(4-{4-[7-(hydroxycarbamoyl) heptanoyl]piperazin-1-yl}phenyl) ethynyl]pyridin-3-yl}prop-2-enoate ONC(=O)CCCCCCC(=O)N1CCN(CC1)C1=CC=C(C=C1)C#CC1=CC=C(C=N1)/C=C/C(=O)OCC(C)C